((3,5,6-trimethylpyrazin-2-yl)methoxy)-2-methylpyrazolo[1,5-a]quinazoline CC=1C(=NC(=C(N1)C)C)COC=1C(=NN2C1N=CC1=CC=CC=C21)C